2-bromo-3,5-difluoro-4-(1-(tetrahydro-2H-pyran-2-yl)-1H-pyrazol-4-yl)aniline BrC1=C(N)C=C(C(=C1F)C=1C=NN(C1)C1OCCCC1)F